O[C@H]1C[C@@H](N(C1)C([C@H](C(C)(C)C)N1N=NC(=C1)C(C1=CC=C(C=C1)C)O)=O)C(=O)NC (2R,4S)-4-hydroxy-1-[(2S)-2-[4-[hydroxy(p-tolyl)methyl]triazol-1-yl]-3,3-dimethyl-butanoyl]-N-methyl-pyrrolidine-2-carboxamide